(3-((3-carbamoyl-6-chloro-5-ethylpyrazin-2-yl)amino)-5-methoxyphenethyl)carbamic acid tert-butyl ester C(C)(C)(C)OC(NCCC1=CC(=CC(=C1)OC)NC1=NC(=C(N=C1C(N)=O)CC)Cl)=O